CC(C(=O)N1[C@H]([C@H](CC1)NS(=O)(=O)C)CC1=NC(=CC=C1)C1=CC(=CC=C1)F)(C)C N-(cis-1-(2,2-dimethylpropanoyl)-2-((6-(3-fluorophenyl)pyridin-2-yl)methyl)pyrrolidin-3-yl)methanesulfonamide